(2,4,6-trifluoro)benzyl-biguanide hydrochloride Cl.FC1=C(CNC(=N)NC(=N)N)C(=CC(=C1)F)F